ClC1=CC=C(C(=N1)C(=O)O)NC(C)C=1C=C(C=C2C(N(C(=NC12)C=1C=NC(=CC1)F)C)=O)C 6-chloro-3-((1-(2-(6-fluoropyridin-3-yl)-3,6-dimethyl-4-oxo-3,4-dihydroquinazolin-8-yl)ethyl)amino)picolinic acid